CC=1C(=CC=C2C=C(C(NC12)=O)C(=O)O)C(F)(F)F 8-methyl-2-oxo-7-(trifluoromethyl)-1H-quinoline-3-carboxylic acid